C(C)(=O)NC1=CC=C(C=C1)NC(C(O)C1=C(C=CC=C1)Cl)=O N-(4-acetamidophenyl)-2-(2-chlorophenyl)-2-hydroxyacetamide